O=C[C@H](O)[C@H](O)[C@@H](O)[C@H](O)C(=O)OC methyl guluronate